COC1=CC=C(C=C1)C(OCC[C@@H](C#C)O[Si](C)(C)C(C)(C)C)(C1=CC=CC=C1)C1=CC=C(C=C1)OC ({(3S)-5-[bis(4-methoxyphenyl)(phenyl)methoxy]pent-1-yn-3-yl}oxy)(tert-butyl)dimethylsilane